ClC=1C=C(NC2(CCC3(C(=CC4=CC=CC=C34)CCOC3=C(C=NC=C3)F)CC2)C(=O)O)C=CC1 (1r,4r)-4-(3-Chloroanilino)-2'-{2-[(3-Fluoropyridin-4-yl)oxy]ethyl}spiro[cyclohexane-1,1'-indene]-4-carboxylic acid